C(C1=CC=CC=C1)OC1=CC(=C(C(=O)OC)C=C1C=O)F methyl 4-(benzyloxy)-2-fluoro-5-formylbenzoate